benzotriazole-1-yl-oxypyrrolidine N1(N=NC2=C1C=CC=C2)ON2CCCC2